C(\C=C\C1=CC(OC)=C(O)C=C1)(=O)N(CCCCNCCCN)C(\C=C\C1=CC(OC)=C(O)C=C1)=O diferuloylspermidine